2-(4-bromophenyl)-4-oxo-4-phenylbutyronitrile BrC1=CC=C(C=C1)C(C#N)CC(C1=CC=CC=C1)=O